2-(1-((1R,3S)-3-(6-chloro-4-oxo-2H-benzo[e][1,3]oxazin-3(4H)-yl)cyclohexyl)-6-(1H-1,2,4-triazol-3-yl)-1H-imidazo[4,5-c]pyridin-2-yl)benzoic acid ClC=1C=CC2=C(C(N(CO2)[C@@H]2C[C@@H](CCC2)N2C(=NC=3C=NC(=CC32)C3=NNC=N3)C3=C(C(=O)O)C=CC=C3)=O)C1